(7-(3-isopropylphenoxy)-2-azaspiro[3.5]nonan-2-yl)methanone C(C)(C)C=1C=C(OC2CCC3(CN(C3)C=O)CC2)C=CC1